1-(3-Chloro-4-isopropylphenyl)methanamine hydrochloride Cl.ClC=1C=C(C=CC1C(C)C)CN